2-({[4-(Dimethylamino)butanoyl]oxy}methyl)-3-[(3-pentyloctanoyl)oxy]-2-{[(3-pentyloctanoyl)oxy]methyl}propyl hexyl heptanedioate C(CCCCCC(=O)OCCCCCC)(=O)OCC(COC(CC(CCCCC)CCCCC)=O)(COC(CC(CCCCC)CCCCC)=O)COC(CCCN(C)C)=O